Bis(m-tolyl)methylene(cyclopentadienyl)(2,7-di-tert-butylfluorenyl)zirconium dichloride [Cl-].[Cl-].C1(=CC(=CC=C1)C(=[Zr+2](C1=C(C=CC=2C3=CC=C(C=C3CC12)C(C)(C)C)C(C)(C)C)C1C=CC=C1)C=1C=C(C=CC1)C)C